5-(2-(6-(3-(diethylamino)pyrrolidin-1-yl)pyridin-3-ylamino)-5-methylpyrimidin-4-ylamino)benzo[d]oxazol-2(3H)-one C(C)N(C1CN(CC1)C1=CC=C(C=N1)NC1=NC=C(C(=N1)NC=1C=CC2=C(NC(O2)=O)C1)C)CC